N-[5-(trifluoromethyl)pyrimidin-2-yl]acetamide FC(C=1C=NC(=NC1)NC(C)=O)(F)F